C(C1=CC=CC=C1)OC([C@@H](C)O)=O.C(C=C)N(S(=O)C(C)(C)C)C(CC=C)C1=CC=C(C=C1)C(F)(F)F N-allyl-2-methyl-N-(1-(4-(trifluoromethyl)phenyl)but-3-en-1-yl)propane-2-sulfinamide benzyl-(2R)-2-hydroxypropionate